phenylhydrocinnamic acid C1(=CC=CC=C1)C(C(=O)O)CC1=CC=CC=C1